(3-methoxy-2,6-dimethyl-phenyl)boronic acid COC=1C(=C(C(=CC1)C)B(O)O)C